F[C@@H]1[C@H](CNC1)NC1=NC(=CC=C1)C1=CN=C2N1C=C(C=C2)C=2C=NN(C2)C N-((3S,4S)-4-fluoro-pyrrolidin-3-yl)-6-(6-(1-methyl-1H-pyrazol-4-yl)imidazo[1,2-a]pyridin-3-yl)pyridin-2-amine